N-[2-(6-amino-2-azaspiro[3.3]heptan-2-yl)-2-oxo-ethyl]-4-[[3-[1-(cyanomethyl)-3-(trifluoromethyl)pyrazol-4-yl]imidazo[1,2-a]pyrazin-8-yl]amino]-2-ethyl-benzamide NC1CC2(CN(C2)C(CNC(C2=C(C=C(C=C2)NC=2C=3N(C=CN2)C(=CN3)C=3C(=NN(C3)CC#N)C(F)(F)F)CC)=O)=O)C1